2,6-difluorophenyl-1,3-dihydro-1,4-benzodiazepin-2-one FC1=C(C(=CC=C1)F)N1C(CN=CC2=C1C=CC=C2)=O